CN1CCN(CC1)CCC1=C(C(=O)N)C=CC=C1NC1=NC=C(C=N1)C1=CC=CC=C1 [2-(4-methylpiperazin-1-yl)ethyl]-3-[(5-phenylpyrimidin-2-yl)amino]benzamide